3-(p-tolyl)-1,4,8-triazaspiro[4.5]dec-1,3-diene-8-carboxamide C1(=CC=C(C=C1)C=1C=NC2(N1)CCN(CC2)C(=O)N)C